NCCCN1C(=O)N(C(=O)C1(C)C)CCCN 1,3-bis(gamma-aminopropyl)-5,5-dimethylhydantoin